C(C)N(C(=O)C1=CC=C(C=C1)NC(=O)C=1C(=NC2=CC=CC=C2C1)C)CC N-(4-(diethylcarbamoyl)phenyl)-2-methylquinoline-3-carboxamide